(1R,2S,3R,5R)-3-[4-(methylamino)pyrrolo[2,3-d]pyrimidin-7-yl]-5-(1H-pyrazol-4-yl)cyclopentane-1,2-diol CNC=1C2=C(N=CN1)N(C=C2)[C@H]2[C@@H]([C@@H]([C@H](C2)C=2C=NNC2)O)O